1-(3-chloro-4-methylbenzyl)-3-(2-(5-(2,6-dioxopiperidin-3-yl)-4-oxo-5,6-dihydro-4H-thieno[3,4-c]pyrrol-1-yl)ethyl)urea ClC=1C=C(CNC(=O)NCCC=2SC=C3C2CN(C3=O)C3C(NC(CC3)=O)=O)C=CC1C